NCC=1N=C2N(C=C(C=C2CC(C(=O)OCC)(C)C)C2CC2)C1 ethyl 3-(2-(aminomethyl)-6-cyclopropylimidazo[1,2-a]pyridin-8-yl)-2,2-dimethylpropionate